4-(1-Methoxy-8,9,10,11-tetrahydro-3H-pyrazolo[4,3-a]phenanthridin-7-yl)-N-((4-methyl-1H-imidazol-2-yl)methyl)benzamide COC1=NNC=2C1=C1C=3CCCCC3C(=NC1=CC2)C2=CC=C(C(=O)NCC=1NC=C(N1)C)C=C2